methylglyoxal-bis(guanylhydrazone) C(N)(=N)NN=C(C=NNC(N)=N)C